6-Fluoro-N-(4-hydroxyhexyl)hexanamide nonyl-8-((3-(but-3-yn-1-yloxy)-3-oxopropyl)(3-(dimethylamino)propyl)amino)-8-oxooctanoate C(CCCCCCCC)OC(CCCCCCC(=O)N(CCCN(C)C)CCC(=O)OCCC#C)=O.FCCCCCC(=O)NCCCC(CC)O